OCC1=C(C=C(C=C1)NC([C@H](C)NC([C@H](C)NC(OC)=O)=O)=O)OC methyl ((S)-1-(((S)-1-((4-(hydroxymethyl)-3-methoxyphenyl)amino)-1-oxopropan-2-yl)amino)-1-oxopropan-2-yl)carbamate